C[Zr] methyl-zirconium